OC1CC(C1)C=1C=NC(=NC1)NC(OC(C)(C)C)=O tert-butyl (5-(3-hydroxycyclobutyl)pyrimidin-2-yl)carbamate